O=C1N(C(CC1)=O)OC(CN1C(C=CC1=O)=O)=O 1-{2-[(2,5-dioxotetrahydro-1H-pyrrol-1-yl)oxy]-2-oxoethyl}pyrrole-2,5-dione